5-acetamido-8-bromo-2-t-butoxycarbonyl-1,2,3,4-tetrahydroisoquinoline C(C)(=O)NC1=C2CCN(CC2=C(C=C1)Br)C(=O)OC(C)(C)C